N-hydroxy-N-(o-tolyl)benzamide ON(C(C1=CC=CC=C1)=O)C1=C(C=CC=C1)C